N[C@@H](CCC(=O)N)C(=O)O gamma-glutamylamine